FC=1C=C2C(=CN(C2=CC1)S(=O)(=O)C1=CC=C(C)C=C1)I 5-fluoro-3-iodo-1-p-toluenesulfonyl-1H-indole